(1R,5S,6s)-3-azabicyclo[3.1.0]Hexane-6-ol [C@@H]12CNC[C@H]2C1O